BrC1=C(/C=C/C=2OC=CC(C2O)=O)C=C(C=C1)[N+](=O)[O-] (E)-2-(2-bromo-5-nitrostyryl)-3-hydroxy-4H-pyran-4-one